C(C=C)C1CC[C@H](N1C([C@@](CC=C)(C)NC(=O)OC(C)(C)C)=O)C(=O)OC methyl (2S)-5-allyl-1-((S)-2-((tert-butoxycarbonyl)amino)-2-methylpent-4-enoyl)pyrrolidine-2-carboxylate